2,3-dihydroimidazole-4-sulfonamide N1CNC(=C1)S(=O)(=O)N